bisstearyl-adipamide C(CCCCCCCCCCCCCCCCC)C(C(=O)N)(CCCC(=O)N)CCCCCCCCCCCCCCCCCC